ClC=1C=C(C(=NC1)OC)S(=O)(=O)NC1=CC(=C(C=C1)F)C1=CC2=C(N=C(N=C2)NC2OCC2)N2C1=NN=C2 5-Chloro-N-(4-fluoro-3-(2-(oxetanylamino)-[1,2,4]triazolo[4',3':1,6]pyrido[2,3-d]pyrimidin-6-yl)phenyl)-2-methoxypyridine-3-sulfonamide